1-((R)-2-(8-((S)-2,2-dimethyl-3-((methylsulfonyl)methyl)azetidin-1-yl)-3-((2-(4-methoxypiperidin-1-yl)pyrimidin-4-yl)amino)isoquinolin-5-yl)azepan-1-yl)prop-2-en-1-one CC1(N(C[C@@H]1CS(=O)(=O)C)C=1C=CC(=C2C=C(N=CC12)NC1=NC(=NC=C1)N1CCC(CC1)OC)[C@@H]1N(CCCCC1)C(C=C)=O)C